dodecafluoro-1,10-decanediol FC(C(C(C(C(C(O)(F)F)(F)F)(F)F)(F)F)(F)F)(CCCCO)F